ClC=1C=C(C=CC1OC1=NN(C=C1)C)NC1=NC=NC2=CC=C(C=C12)C1CN(CCC1)C(C=C)=O 1-(3-(4-((3-chloro-4-((1-methyl-1H-pyrazol-3-yl)oxy)phenyl)amino)quinazolin-6-yl)piperidin-1-yl)prop-2-en-1-one